2-(2,2-dimethyl-5-oxo-1,3-dioxolan-4-yl)acetaldehyde CC1(OC(C(O1)CC=O)=O)C